FC=1C=C(C=C(C1F)OC(C)C)N1CCC=2C=C(N=CC2C1)C(=O)O 7-(3,4-difluoro-5-isopropoxyphenyl)-5,6,7,8-tetrahydro-2,7-naphthyridine-3-carboxylic acid